OC(CCCCCCCCCCC(=O)O)CCCCCC 12-Hydroxystearic Acid